C(C)(C)(C)C1=CC(C=C(C1=O)C(C)(C)C)=O 3,5-di-tert-butyl-1,4-benzoquinone